C1=CONN1 4-oxadiazole